3-oxo-2-((6-phenylpyridin-2-yl)methyl)piperidine-1-carboxylic acid tert-butyl ester C(C)(C)(C)OC(=O)N1C(C(CCC1)=O)CC1=NC(=CC=C1)C1=CC=CC=C1